2-cyclopropylbenzene-boronic acid C1(CC1)C1=C(C=CC=C1)B(O)O